5-(6-(((6-methoxypyridin-3-yl)methyl)-3,6-diazabicyclo[3.1.1]heptan-3-yl)Pyrazin-2-yl)pyrazolo[1,5-a]pyridine-3-carbonitrile COC1=CC=C(C=N1)CC12CN(CC(N1)C2)C2=CN=CC(=N2)C2=CC=1N(C=C2)N=CC1C#N